1-(4-formylphenyl)piperidine-4-carboxylic acid C(=O)C1=CC=C(C=C1)N1CCC(CC1)C(=O)O